C(C)(C)(C)OC(=O)N1[C@@H](COCCC1)C1=C(C=CC(=C1)NC(C)=O)Cl |r| (+-)-3-(5-acetamido-2-chlorophenyl)-1,4-oxazepan-4-carboxylic acid tert-butyl ester